tert-butyl ((1S,2S)-2-((2-(2,6-dioxo-1-((2-(trimethylsilyl)ethoxy)methyl)piperidin-3-yl)-1-oxoisoindolin-5-yl)oxy)-2,3-dihydro-1H-inden-1-yl)carbamate O=C1N(C(CCC1N1C(C2=CC=C(C=C2C1)O[C@@H]1[C@H](C2=CC=CC=C2C1)NC(OC(C)(C)C)=O)=O)=O)COCC[Si](C)(C)C